cuminic acid OC(=O)C1=CC=C(C(C)C)C=C1